N-[(2S)-1-(4-{[5-(3-methyl-1,2-oxazol-5-yl)thiophen-2-yl]sulfonyl}piperazin-1-yl)propan-2-yl]-7-(pyridin-4-yl)thieno[3,2-d]pyrimidin CC1=NOC(=C1)C1=CC=C(S1)S(=O)(=O)N1CCN(CC1)C[C@H](C)N1CN=CC2=C1C(=CS2)C2=CC=NC=C2